2-(4-isopropyl-5-(8-methoxy-[1,2,4]triazolo[1,5-a]pyridin-6-yl)-1H-pyrazol-3-yl)-N-(tetrahydro-2H-pyran-4-yl)-4,5,6,7-tetrahydrobenzo[d]thiazol-6-amine C(C)(C)C=1C(=NNC1C=1C=C(C=2N(C1)N=CN2)OC)C=2SC1=C(N2)CCC(C1)NC1CCOCC1